ClCC=1C(=CC(=NC1)N1C(NC(CC1)=O)=O)F 1-(5-(Chloromethyl)-4-fluoropyridin-2-yl)dihydropyrimidine-2,4(1H,3H)-dione